OC1=C(C=CC=C1)C=1C=C2C(=NN1)NC[C@@H]1N2CCN(C1)C1CCN(CC1)C1=NC=C(C=N1)C1CC2(CC(C2)C(=O)OC)C1 (S)-methyl 6-(2-(4-(2-(2-hydroxyphenyl)-6a,7,9,10-tetrahydro-5H-pyrazino[1',2':4,5]pyrazino[2,3-c]pyridazin-8(6H)-yl)piperidin-1-yl)pyrimidin-5-yl)spiro[3.3]heptane-2-carboxylate